FC(CCC(=O)N(C1=NC=C(N=C1)C=1C=NN(C1)C)[C@@H]1CC[C@H](CC1)NC1=NC=C(C(=N1)C=1C=NC=C(C1)S(=O)(=O)C)C(F)(F)F)F 4,4-difluoro-N-(trans-4-((4-(5-(methanesulfonyl)pyridin-3-yl)-5-(trifluoromethyl)pyrimidin-2-yl)amino)cyclohexyl)-N-(5-(1-methyl-1H-pyrazol-4-yl)pyrazin-2-yl)butanamide